dodecyl-propyl-dimethyl-amine oxide C(CCCCCCCCCCC)C[N+](C)(CCC)[O-]